COCCN1C2=C(N[C@@](C1=O)(C)COC)C1=C(N=C2)NC=C1 (S)-4-(2-methoxyethyl)-2-(methoxymethyl)-2-methyl-1,2,4,7-tetrahydro-3H-pyrrolo[3',2':5,6]Pyrido[3,4-b]Pyrazin-3-one